NC1(C(=CC=CC1)C=1C(=CC(=CC1)N)C1=CC=CC=C1)N 2,4'-diaminoterphenyl-amine